tert-butyl N-(azetidin-3-yl)carbamate hydrochloride Cl.N1CC(C1)NC(OC(C)(C)C)=O